(R)-2-(4-(2-(7,8-dimethyl-[1,2,4]triazolo[1,5-a]pyridin-6-yl)-4-fluoro-3-isopropyl-1H-pyrrolo[2,3-c]pyridin-5-yl)-3-methylpiperazin-1-yl)-N-methylacetamide CC1=C(C=2N(C=C1C1=C(C=3C(=CN=C(C3F)N3[C@@H](CN(CC3)CC(=O)NC)C)N1)C(C)C)N=CN2)C